COCCOC=1C=C(C=C(C1)C(F)(F)F)C1=NNC=N1 3-(3-(2-methoxyethoxy)-5-(trifluoromethyl)phenyl)-1H-1,2,4-triazole